ClC1=C(C(=CC=C1)CN(C)C)C=1C=C(SC1)[C@@H](C)NC1=NC(=NC2=CC(=C(C=C12)C1CCC(CC1)C(=O)C1CCNCC1)OC)C 4-((1R,4R)-4-(4-(((R)-1-(4-(2-chloro-6-((Dimethylamino)methyl)phenyl)thiophen-2-yl)ethyl)amino)-7-methoxy-2-methylquinazolin-6-yl)cyclohexane-1-carbonyl)piperidine